tri(n-butyl)hexadecylphosphonium bromide [Br-].C(CCC)[P+](CCCCCCCCCCCCCCCC)(CCCC)CCCC